C(C(C)C)OC(C1=CC=C(C=C1)O)=O.[Si]([O-])([O-])([O-])[O-].[Na+].[Na+].[Na+].[Na+] sodium silicate isobutyl-p-hydroxybenzoate